N-(cyclopropylmethyl)-7-methoxy-6-[(1,2-oxazolidin-4-yl)methoxy]-1H,2H,3H-cyclopenta[b]quinolin-9-amine C1(CC1)CNC1=C2C(=NC=3C=C(C(=CC13)OC)OCC1CNOC1)CCC2